NCCCC(C(=O)O)CCCN 5-amino-2-(3-aminopropyl)valeric acid